CC1=CC=C(C=C1)S(=O)(=O)O.CC1=CC=C(C=C1)S(=O)(=O)O.NC(C(=O)OC=1C=C2N(C=CC3=CC=CC=C23)CC1)C(C)C pyrido[2,1-a]isoquinolin-2-yl 2-amino-3-methylbutanoate di(4-methylbenzenesulfonate)